4-(difluoromethyl)piperazin FC(N1CCNCC1)F